N-cyclopropyl-2-(difluoromethoxy)-4-[7-(3-fluorooxetan-3-yl)imidazo[1,2-a]pyridin-3-yl]-6-methoxybenzamide C1(CC1)NC(C1=C(C=C(C=C1OC)C1=CN=C2N1C=CC(=C2)C2(COC2)F)OC(F)F)=O